ClC=1C=C2CCNCC2=C(C1)[C@H]1N(CCC1)C(=O)[O-] (S)-2-(6-Chloro-1,2,3,4-tetrahydroisoquinolin-8-yl)pyrrolidine-1-carboxylate